FC1(C(CCCC1)NC1=NC(=NC(=C1)C(C)OC)C=1SC=C(N1)C)F N-(2,2-difluorocyclohexyl)-6-(1-methoxyethyl)-2-(4-methylthiazol-2-yl)pyrimidin-4-amine